5-(hexyloxy)-1,3-benzenedicarboxaldehyde C(CCCCC)OC=1C=C(C=C(C1)C=O)C=O